(7E)-11-chloro-1,1-dioctyloxy-7-undecene ClCCC/C=C/CCCCCC(OCCCCCCCC)OCCCCCCCC